(R)-4-[6-(2,5-dimethyl-pyrrol-1-yl)-4-methyl-pyridin-3-yl]-2-hydroxymethyl-piperazine-1-Formic acid tert-butyl ester C(C)(C)(C)OC(=O)N1[C@H](CN(CC1)C=1C=NC(=CC1C)N1C(=CC=C1C)C)CO